thiobis(4-methyl-6-t-butylphenol) S(C1=C(C(=CC(=C1)C)C(C)(C)C)O)C1=C(C(=CC(=C1)C)C(C)(C)C)O